N-[5-(2-chloro-6-methyl-4-pyridyl)-4-(3-cyanophenyl)thiazol-2-yl]-2-(2-hydroxy-2-methylpropyl)pyrrolidine-1-carboxamide ClC1=NC(=CC(=C1)C1=C(N=C(S1)NC(=O)N1C(CCC1)CC(C)(C)O)C1=CC(=CC=C1)C#N)C